1-methyl-6-(6-(1-methyl-1H-pyrazol-4-yl)-1H-pyrrolo[2,3-b]pyridin-3-yl)-1H-benzo[d][1,2,3]triazole CN1N=NC2=C1C=C(C=C2)C2=CNC1=NC(=CC=C12)C=1C=NN(C1)C